2,7,8-trimethyldibenzothiophene CC1=CC2=C(SC3=C2C=C(C(=C3)C)C)C=C1